C(=O)O.C(=O)O.C(=O)O.N1CC(C1)CNCC1N(CCC2=C1NC1=CC=C(C=C21)Cl)CCNC2=NC(=C(C=C2)Cl)C(F)(F)F N-(2-(1-(((azetidin-3-ylmethyl)amino)methyl)-6-chloro-1,3,4,9-tetrahydro-2H-pyrido[3,4-b]indol-2-yl)ethyl)-5-chloro-6-(trifluoromethyl)pyridin-2-amine triformate